FC1=C(C(=O)NCCCNCC#C)C(=CC(=C1)NC=1C=2N(C=CN1)C(=CN2)C=2C(=NNC2)C(F)(F)F)C 2-fluoro-6-methyl-N-[3-(prop-2-ynylamino)propyl]-4-[[3-[3-(trifluoromethyl)-1H-pyrazol-4-yl]imidazo[1,2-a]pyrazin-8-yl]amino]benzamide